6-(1-(3,5-Di-tert-butylphenyl)-2-(5-methylpyridin-2-yl)propan-2-yl)pyridin-2(1H)-one C(C)(C)(C)C=1C=C(C=C(C1)C(C)(C)C)CC(C)(C1=NC=C(C=C1)C)C1=CC=CC(N1)=O